3-bromomethyl-2-methoxybenzoic acid tert-butyl ester C(C)(C)(C)OC(C1=C(C(=CC=C1)CBr)OC)=O